4-{[3-(8-{[(3S,4R)-3-fluoropiperidin-4-yl]amino}-3-[(trifluoromethyl)sulfanyl]indolizin-2-yl)prop-2-yn-1-yl]amino}-3-methoxy-N-methylbenzamide trifluoroacetate FC(C(=O)O)(F)F.F[C@H]1CNCC[C@H]1NC1=CC=CN2C(=C(C=C12)C#CCNC1=C(C=C(C(=O)NC)C=C1)OC)SC(F)(F)F